NC1=CC=C(NC1=O)C#N 5-amino-6-oxo-1,6-dihydropyridine-2-carbonitrile